BrC1=CC=CC(=N1)C(=O)NNC(=O)C1C(N(CC1)C)=O 6-bromo-N'-(1-methyl-2-oxopyrrolidine-3-carbonyl)picolinohydrazide